3-(7-((1-(dimethylglycyl)piperidin-4-yl)amino)-3-ethyl-1-oxidobenzo[b]thiophen-2-yl)prop-2-yn CN(CC(=O)N1CCC(CC1)NC1=CC=CC2=C1S(C(=C2CC)C#CC)=O)C